OC[C@H](C1=CC=CC=C1)NC1=NC(=NC=C1C1=NC(=NO1)C12CCN(CC1)CC2)NC2=CC=C1C(=N2)C(N(C1=O)CCC)(C)C (S)-2-((4-((2-hydroxy-1-phenylethyl)amino)-5-(3-(quinuclidin-4-yl)-1,2,4-oxadiazol-5-yl)pyrimidin-2-yl)amino)-7,7-dimethyl-6-propyl-6,7-dihydro-5H-pyrrolo[3,4-b]pyridin-5-one